cholest-5-en-3β,7α-diol CC(C)CCC[C@@H](C)[C@H]1CC[C@H]2[C@@H]3[C@@H](C=C4C[C@H](CC[C@]4(C)[C@H]3CC[C@]12C)O)O